(Z)-(3-(2-([1,1'-biphenyl]-2-yl)vinyl)-1H-indazol-5-yl)(7-methyl-2,7-diazaspiro[3.5]nonan-2-yl)methanone C1(=C(C=CC=C1)\C=C/C1=NNC2=CC=C(C=C12)C(=O)N1CC2(C1)CCN(CC2)C)C2=CC=CC=C2